NC1=NC(=CC=C1C(=O)OCC1=CC=C(C=C1)OC1=CC=CC=C1)C (4-phenoxyphenyl)methyl 2-amino-6-methyl-pyridin-3-carboxylate